(R)-2-((cyclopentyloxy)methyl)-2,3,4,5-tetrahydro-1H-benzo[e][1,4]diazepine C1(CCCC1)OC[C@H]1CNCC2=C(N1)C=CC=C2